N-(2-(dimethylamino)-2-(thiophen-3-yl)ethyl)-5-methoxyisoindoline-2-carboxamide CN(C(CNC(=O)N1CC2=CC=C(C=C2C1)OC)C1=CSC=C1)C